BrC=1C=C(C=CC1)NNC(C1=CC(=C(C(=C1)F)OCC1=CC=C(C=C1)OC)C1OCC(CO1)(C)C)=O N'-(3-bromophenyl)-3-(5,5-dimethyl-1,3-dioxan-2-yl)-5-fluoro-4-(4-methoxybenzyloxy)benzoyl-hydrazine